FC(C=1C(=C(C=CC1)[C@@H](C)NC=1C=2C(N=C(N1)OC)=C(C(N(C2)C2(CC2)C)=O)F)F)F (R)-4-((1-(3-(difluoromethyl)-2-fluorophenyl)ethyl)amino)-8-fluoro-2-methoxy-6-(1-methylcyclopropyl)pyrido[4,3-d]pyrimidin-7(6H)-one